(6aS,12bR)-(-)-N-ethyl-10-fluoro-3,11-dihydroxy-5,6,6a,7,8,12b-hexahydrobenzo[a]phenanthridine C(C)N1[C@H]2CCC3=C([C@@H]2C=2C=CC(=CC2C1)O)C=C(C(=C3)F)O